(2-methoxyl-5-ethyl-phenyl)(phenyl)-methanone O(C)C1=C(C=C(C=C1)CC)C(=O)C1=CC=CC=C1